FC(C1=NN=C(O1)C1=CC=C(C=C1)CC=1N=NN(C1)C1=CC2=C(N(C(=N2)N)C)C=C1)F 5-[4-({4-[5-(Difluoromethyl)-1,3,4-oxadiazol-2-yl]phenyl}methyl)-1H-1,2,3-triazol-1-yl]-1-methyl-1H-1,3-benzodiazole-2-amine